CC1(CCN(CC1)CCCOC1=C(C=C2C(=CC=NC2=C1)OC1=C(C=C(C=C1)NC(=O)C1=C2C(=CN(C1=O)C1=CC=C(C=C1)F)CCO2)F)OC)C N-(4-((7-(3-(4,4-dimethylpiperidin-1-yl)propoxy)-6-methoxyquinolin-4-yl)oxy)-3-fluorophenyl)-5-(4-fluorophenyl)-6-oxo-2,3,5,6-tetrahydrofuro[3,2-c]pyridine-7-carboxamide